FC1=C(OCC2=NC=CC(=C2)OC2=CC=C(C=N2)CC(=O)OC)C=CC(=C1)C Methyl 2-(6-((2-((2-fluoro-4-methylphenoxy)methyl)pyridin-4-yl)oxy)pyridin-3-yl)acetate